2-(2,2,2-Trifluoro-1-(3-(methylsulfonyl)-4-((1-(methylsulfonyl)piperidin-4-yl)methoxy)phenyl)ethyl)isoindoline FC(C(C1=CC(=C(C=C1)OCC1CCN(CC1)S(=O)(=O)C)S(=O)(=O)C)N1CC2=CC=CC=C2C1)(F)F